8-propenyl-tetracyclo[4.4.0.12,5.17,10]-dodeca-3-ene C(=CC)C1C2C3C4C=CC(C3C(C1)C2)C4